3-prop-1-ynylthieno[2,3-c]pyridin C(#CC)C1=CSC2=CN=CC=C21